ClC1=C(C=CC(=C1)Cl)CC(CC)(F)F (±)-2,4-dichlorio-1-(2,2-difluorobutyl)benzene